C(CCCCCCCCCCCCCCC)(=O)OC(C(CCCCCCCCCC)CCCCCCCC)=O 2-octyldodecanoyl palmitate